6-((1S,2S)-2-(5-methoxypyrimidin-2-yl)cyclobutyl)-4-oxo-1-((S)-1-(6-(trifluoromethyl)pyridin-3-yl)ethyl)-4,5-dihydro-1H-pyrazolo[3,4-d]pyrimidine-3-carbonitrile COC=1C=NC(=NC1)[C@@H]1[C@H](CC1)C=1NC(C2=C(N1)N(N=C2C#N)[C@@H](C)C=2C=NC(=CC2)C(F)(F)F)=O